CC=1NCC(C(C1)C1=CC(=CC=C1)[N+](=O)[O-])=O 2-methyl-4-(3-nitrophenyl)-5-oxo-1,4-dihydropyridine